ClC1=CC=CC(=N1)OCC1=C(C=C(C#N)C=C1)F 4-[(6-chloro-2-pyridinyl)oxymethyl]-3-fluoro-benzonitrile